ClC=1C=C(C=CC1Cl)C(C1=NN=C(O1)C1CN(CC12CCN(CC2)C(=O)[C@@H]2C(C2)(F)F)C(=O)C2=CN=CS2)(F)F (4-(5-((3,4-dichlorophenyl)difluoromethyl)-1,3,4-oxadiazol-2-yl)-2-(thiazole-5-carbonyl)-2,8-diazaspiro[4.5]decan-8-yl)((R)-2,2-difluorocyclopropyl)methanone